C(C(C)(C)C)(=O)OCOP(=O)(OC1=C(C(=CC(=C1)CCCCC)OP(=O)(OCOC(C(C)(C)C)=O)C)C1=CC(=CC=C1)C)C ((methyl((3'-methyl-6-((methyl((pivaloyloxy)methoxy)phosphoryl) oxy)-4-pentyl-[1,1'-biphenyl]-2-yl)oxy)phosphoryl)oxy)methyl pivalate